C(CCCCC)C(C(=O)OCCCCCCNCCCCCCOC(C(CCCCCCCC)CCCCCC)=O)CCCCCCCC 6-[6-(2-hexyldecanoyloxy)hexylamino]hexyl 2-hexyldecanoate